ClCC(=O)NC1=CC=NC2=CC=CC=C12 2-chloro-N-(quinolin-4-yl)acetamide